NCCN(CCN(CCNCC(=O)OC(C)(C)C)C(=O)OC(C)(C)C)C(=O)OC(C)(C)C tert-butyl (2-((2-((2-aminoethyl)(tert-butoxycarbonyl)amino)ethyl)(tert-butoxycarbonyl)amino)ethyl)glycinate